(cyclopentadienyl)(indenyl)zirconium (IV) dichloride [Cl-].[Cl-].C1(C=CC=C1)[Zr+2]C1C=CC2=CC=CC=C12